CC(C(=O)OC1C(C(C(C2OC2C(C[C@@H]2OC(C(C12)=C)=O)C)=O)(C)O)OC(C)=O)=C (S)-9-(acetyloxy)-8-hydroxy-3,8-dimethyl-12-methylidene-7,13-dioxo-5,14-dioxatricyclo[9.3.0.04,6]tetradecan-10-yl 2-methylprop-2-enoate